C(C)OC(C1=CC(=CC(=C1)OC1C(C1)(Cl)Cl)Br)=O 3-bromo-5-[(2,2-dichlorocyclopropyl)oxy]Benzoic acid ethyl ester